8Z,10E-Heptadecadienal C(C=CC=CCCCCCCCCCCCC)=O